2-(4,5-dichloro-6-oxopyridazin-1(6H)-yl)-N-(4-methyl-3-(N-(2-(thiazol-2-yl)ethyl)sulfamoyl)phenyl)acetamide ClC=1C=NN(C(C1Cl)=O)CC(=O)NC1=CC(=C(C=C1)C)S(NCCC=1SC=CN1)(=O)=O